3-ethyl-1,1-dimethylurea C(C)NC(N(C)C)=O